NCCS(=O)(=O)O.CC(=CC(=O)[Na])C dimethyl-acryloylsodium taurate